FC(C=1C=C(C=C(C1)C(F)(F)F)C1=NN(C=N1)\C=C/C(=O)N1NCCC1)(F)F (Z)-3-(3-(3,5-bis(trifluoromethyl)phenyl)-1H-1,2,4-triazol-1-yl)-1-(pyrazolidin-1-yl)prop-2-en-1-one